C(C)C1=C(C(=CC=C1)C)C monoethyl-xylene